C(CCC\C=C/CC)OC(CCC(=O)OCC(COC(OCC(OC(NCCN1CCCC1)=O)CCCCCC)=O)COC(CCCCCCOC(C(CCCCCC)CCCC)=O)=O)OCCCC\C=C/CC 12-(((4,4-bis(((Z)-oct-5-en-1-yl)oxy)butanoyl)oxy)methyl)-6-hexyl-4,9,15-trioxo-1-(pyrrolidin-1-yl)-5,8,10,14-tetraoxa-3-azahenicosan-21-yl-2-butyloctanoate